N1(C=NC=C1)C1=CC=C(CC(C2=CC(=CC=C2)OC)N)C=C1 1-(4-(1H-imidazol-1-yl)benzyl)-1-(3-methoxyphenyl)methylamine